1-(3-methylcyclopentyl)-1,2,3,6-tetrahydropyridin-3-yl pivalate C(C(C)(C)C)(=O)OC1CN(CC=C1)C1CC(CC1)C